1-(2,6-difluorophenyl)-4-((4-(1-methyl-3-(trifluoromethyl)-1H-1,2,4-triazol-5-yl)phenyl)amino)-1H-pyrazole-3-carboxamide FC1=C(C(=CC=C1)F)N1N=C(C(=C1)NC1=CC=C(C=C1)C1=NC(=NN1C)C(F)(F)F)C(=O)N